FC(C)(C)C1=NC(=CC(=N1)N1N=C(C=2C=NC(=CC21)NC(C)=O)N2C[C@@](CC2)(N2CCCC2)C)C (R)-N-(1-(2-(2-fluoroprop-2-yl)-6-methylpyrimidin-4-yl)-3-(3'-methyl-[1,3'-bipyrrolidin]-1'-yl)-1H-pyrazolo[4,3-c]pyridin-6-yl)acetamide